3,4-dimethyl-8-(piperidin-4-yl)pyrimido[4',5':4,5]thieno[2,3-c]pyridazine CC1=C(C2=C(N=N1)SC1=C2N=CN=C1C1CCNCC1)C